(1R,2S,4S,6R)-2-(hydroxymethyl)-2-(methoxymethyl)-6-methylquinuclidin-3-one OC[C@]1(N2[C@@H](C[C@@H](C1=O)CC2)C)COC